4-fluoro-3-(trifluoromethyl)-N-(5-(3-(trifluoromethyl)phenyl)-1,3,4-oxadiazol-2-yl)benzamide FC1=C(C=C(C(=O)NC=2OC(=NN2)C2=CC(=CC=C2)C(F)(F)F)C=C1)C(F)(F)F